CC1(CC1)NC(O[C@H]1CO[C@H](C1)C=1C=NC(=NC1)NC1=CC=C(C=C1)S(=O)(=O)NC(=O)OC(C)(C)C)=O |r| rac-(3R,5R)-5-[2-({4-[(tert-butoxycarbonyl)aminosulfonyl]phenyl}amino)pyrimidin-5-yl]oxolan-3-yl N-(1-methylcyclopropyl)carbamate